ClC1=C(C=C(C=C1)F)[C@H]1NC(C=2C=3C=NN(C3C=C(C21)NC(C2=CC(=CC(=C2)C(F)(F)F)F)=O)CC(F)(F)F)=O (S)-N-(6-(2-chloro-5-fluorophenyl)-8-oxo-3-(2,2,2-trifluoroethyl)-3,6,7,8-tetrahydropyrrolo[3,4-e]indazol-5-yl)-3-fluoro-5-(trifluoromethyl)benzamide